2-[2'-hydroxy-3'-(α,α-dimethylbenzyl)-5'-(1,1,3,3-tetramethylbutyl)phenyl]benzotriazole OC1=C(C=C(C=C1C(C1=CC=CC=C1)(C)C)C(CC(C)(C)C)(C)C)N1N=C2C(=N1)C=CC=C2